C1(CC1)CN1C(=CC2=CC=CC(=C12)OC[C@@H](C)N1C=NC(=C1)F)C1=NC=2C(=CC=3CCN(C(C3C2)=O)C[C@@H]2NCCOC2)N1C 2-(1-(cyclopropylmethyl)-7-((R)-2-(4-fluoro-1H-imidazol-1-yl)propoxy)-1H-indol-2-yl)-1-methyl-6-(((S)-morpholin-3-yl)methyl)-1,6,7,8-tetrahydro-5H-imidazo[4,5-g]isoquinolin-5-one